4,4'-methylenebis(2,6-bis(4-methylpent-2-yl)cyclohexylamine) C(C1CC(C(C(C1)C(C)CC(C)C)N)C(C)CC(C)C)C1CC(C(C(C1)C(C)CC(C)C)N)C(C)CC(C)C